(5-(6-cyclopropyl-4-fluoro-1H-benzo[d]imidazol-2-yl)-1H-pyrrol-3-yl)(2-(trifluoromethyl)pyridin-3-yl)methanone C1(CC1)C=1C=C(C2=C(NC(=N2)C2=CC(=CN2)C(=O)C=2C(=NC=CC2)C(F)(F)F)C1)F